iron-titanium-cerium [Ce].[Ti].[Fe]